ClC=1C=C(C=C(C1O)Cl)C(C1=CC(=C(C(=C1)Cl)O)Cl)C1=CC(=C(C(=C1)Cl)O)Cl 1,1,1-tris(3,5-dichloro-4-hydroxyphenyl)methane